3-(2-(5-(4-fluorobenzylidene)-3-(4-methoxyphenyl)-4-oxothiazolidin-2-ylidene)hydrazono)-5-fluoro-1H-indol-2-one FC1=CC=C(C=C2C(N(C(S2)=NN=C2C(NC3=CC=C(C=C23)F)=O)C2=CC=C(C=C2)OC)=O)C=C1